4-(2-(2-Benzyl-4-methylphenoxy)ethyl)morpholine hydrochloride Cl.C(C1=CC=CC=C1)C1=C(OCCN2CCOCC2)C=CC(=C1)C